C[C@H]1N(CC[C@H](C1)C)CC=1NC2=CC(=CC=C2C1)CNC(=O)C=1N=C2N(C(C1)=O)C=CC=C2 N-((2-(((2R,4R)-2,4-dimethylpiperidin-1-yl)methyl)-1H-indol-6-yl)methyl)-4-oxo-4H-pyrido[1,2-a]pyrimidine-2-carboxamide